methyl 5-chloro-3-(chlorosulfonyl)-2-thiophenecarboxylate ClC1=CC(=C(S1)C(=O)OC)S(=O)(=O)Cl